NC=1C(NC=2C3=C(C(=CC2C1C1=C2C=NNC2=C(C=C1)F)Br)C=CS3)=O 7-amino-4-bromo-6-(7-fluoro-1H-indazol-4-yl)-9H-thieno[3,2-h]quinolin-8-one